C1(=CC=CC=C1)C1=NC=2N(C(=C1)N1C[C@H](CC1)N)N=CC2 (S)-1-(5-phenylpyrazolo[1,5-a]pyrimidin-7-yl)pyrrolidin-3-amine